C(C)(C)(C)C1=NN2C(N(C3=C(C2=O)CN(C3=O)C3CCCC3)CC(=O)OCC)=C1 ethyl (2-tert-butyl-6-cyclopentyl-5,8-dioxo-5,6,7,8-tetrahydro-4H-pyrazolo[1,5-a]pyrrolo[3,4-d]pyrimidin-4-yl)acetate